The molecule is a lipid IVA oxoanion arising from deprotonation of the phosphate OH groups and protonation of the amino group of 7-O-[(2-aminoethyl)phosphoryl]-alpha-Kdo-(2->4)-alpha-Kdo-(2->6)-lipid IVA; major species at pH 7.3. It is a conjugate base of a 7-O-[(2-aminoethyl)phosphoryl]-alpha-Kdo-(2->4)-alpha-Kdo-(2->6)-lipid IVA. CCCCCCCCCCC[C@H](CC(=O)N[C@@H]1[C@H]([C@@H]([C@H](O[C@@H]1OP(=O)([O-])[O-])CO[C@H]2[C@@H]([C@H]([C@@H]([C@H](O2)CO[C@@]3(C[C@H]([C@H]([C@H](O3)[C@@H](CO)O)O)O[C@@]4(C[C@H]([C@H]([C@H](O4)[C@@H](CO)OP(=O)([O-])OCC[NH3+])O)O)C(=O)[O-])C(=O)[O-])OP(=O)([O-])[O-])OC(=O)C[C@@H](CCCCCCCCCCC)O)NC(=O)C[C@@H](CCCCCCCCCCC)O)O)OC(=O)C[C@@H](CCCCCCCCCCC)O)O